[Rh].C1=CCCC=CCC1 (1,5-cyclooctadiene) rhodium